ClC=1N=C(C2=C(N1)C(=C(N=C2)C2=CC(=CC1=CC=C(C(=C21)CC)F)OCOC)F)N2CC1(C(NC(N1)=O)=O)CCC2 7-(2-chloro-7-(8-ethyl-7-fluoro-3-(methoxymethoxy)naphthalen-1-yl)-8-fluoropyrido[4,3-d]pyrimidin-4-yl)-1,3,7-triazaspiro[4.5]decane-2,4-dione